N-[4-[(6,7-dimethoxy-1,5-naphthyridin-4-yl)oxy]phenyl]-5-(4-fluorophenyl)-6-(hydroxymethyl)-1-methyl-4-oxopyridine-3-carboxamide COC=1N=C2C(=CC=NC2=CC1OC)OC1=CC=C(C=C1)NC(=O)C1=CN(C(=C(C1=O)C1=CC=C(C=C1)F)CO)C